CS(=O)(=O)N1CCN(CC1)C1=C(C=CC(=N1)NC(OC(C)(C)C)=O)C(F)(F)F tert-Butyl (6-(4-(methylsulfonyl)piperazin-1-yl)-5-(trifluoromethyl)pyridin-2-yl)carbamate